5,6-dimethyl-2-oxo-1,2-dihydropyridine-3-carbonitrile CC=1C=C(C(NC1C)=O)C#N